(1,4-diazabicyclo[3.2.2]nonan-4-yl)((4aS,5aS)-3-(4-fluorophenyl)-4,4a,5,5a-tetrahydro-1H-cyclopropa[4,5]cyclopenta[1,2-c]pyrazol-1-yl)methanone N12CCN(C(CC1)CC2)C(=O)N2N=C(C1=C2[C@@H]2[C@H](C1)C2)C2=CC=C(C=C2)F